6-(4-(2-isobutyl-2,6-diazaspiro[3.4]octan-6-yl)phenyl)-1-methyl-2-(4-(methylsulfonyl)phenyl)-1H-imidazo[4,5-c]pyridine C(C(C)C)N1CC2(C1)CN(CC2)C2=CC=C(C=C2)C2=CC1=C(C=N2)N=C(N1C)C1=CC=C(C=C1)S(=O)(=O)C